4-methyl-1-(4-(phenylthio)phenyl)-2-thiocyanatopentan-1-one CC(CC(C(=O)C1=CC=C(C=C1)SC1=CC=CC=C1)SC#N)C